6-(1-((3'-Ethoxy-[1,1'-biphenyl]-4-yl)methyl)-4-fluoro-1H-indol-7-carboxamido)spiro[3.3]-heptan C(C)OC=1C=C(C=CC1)C1=CC=C(C=C1)CN1C=CC2=C(C=CC(=C12)C(=O)NC1CC2(CCC2)C1)F